2,6-diphenyl-hexamethyl-cyclotetrasiloxane C1(=CC=CC=C1)[Si]1(O[Si](O[Si](O[Si](O1)(C)C)(C1=CC=CC=C1)C)(C)C)C